4-[3-(difluoromethyl)-4-methanesulfonyl-phenyl]-5-methoxy-3-(trifluoromethyl)-1H-pyrazolo[3,4-c]pyridine FC(C=1C=C(C=CC1S(=O)(=O)C)C1=C2C(=CN=C1OC)NN=C2C(F)(F)F)F